FC(C=1C=C(C=CC1)NC1=NC(=NC(=N1)NC1=CC(=CC=C1)C(F)(F)F)N1CC(CC1)=O)(F)F 1-(4,6-bis((3-(trifluoromethyl)phenyl)amino)-1,3,5-triazin-2-yl)pyrrolidin-3-one